N1[C@@H](COCC1)C1=C(CN2C(NC(C3=C2C=CN3)=O)=S)C=CC=C1 (R)-1-(2-(Morpholin-3-yl)benzyl)-2-thioxo-1,2,3,5-tetrahydro-4H-pyrrolo[3,2-d]pyrimidin-4-one